CN(C)CC=1C(=NN(C1)C1=NC(=NC=C1)NC=1C(=CC(=C(C1)NC(C=C)=O)N1CCOCC1)OC)C1=CC=CC=C1 N-(5-(4-(4-((dimethylamino)methyl)-3-phenyl-1H-pyrazol-1-yl)pyrimidine-2-ylamino)-4-methoxy-2-morpholinophenyl)acrylamide